[S].ClC=1C=C(C=C(C1)S(=O)(=O)C)NC(=O)C=1SC=C(C1)C1=NC=CC=C1OCC=1C=NC=C(C1)F N-(3-chloro-5-(methylsulfonyl)phenyl)-4-(3-((5-fluoropyridin-3-yl)methoxy)pyridin-2-yl)thiophene-2-carboxamide Sulfur